COC(=O)C=1C=C2C=C(C(=NC2=C(C1)OC)C)Cl 3-chloro-8-methoxy-2-methylquinoline-6-carboxylic acid methyl ester